N-((6-((3R,5S)-3,5-Dimethylpiperazin-1-yl)-3-(trifluoromethyl)pyridin-2-yl)methyl)-3-(tetrahydro-2H-pyran-4-yl)-1H-pyrrolo[2,3-b]pyridin-4-amine C[C@@H]1CN(C[C@@H](N1)C)C1=CC=C(C(=N1)CNC=1C2=C(N=CC1)NC=C2C2CCOCC2)C(F)(F)F